(S)-9-(1-(3-(5-(4-(1-aminoethyl)phenyl)thiazol-4-yl)prop-2-yn-1-yl)piperidin-4-yl)-4-chloro-7,7-dimethylindolo[1,2-a]quinazolin-5(7H)-one N[C@@H](C)C1=CC=C(C=C1)C1=C(N=CS1)C#CCN1CCC(CC1)C=1C=C2C(C=3N(C=4C=CC=C(C4C(N3)=O)Cl)C2=CC1)(C)C